N1=CC=C(C=C1)CC1=CC=C(C=C1)NC(OCC1=CC=C(C=C1)C#N)=O 4-cyanobenzyl (4-(pyridin-4-ylmethyl)phenyl)carbamate